ClC=1C=CC2=C(N(C=3N=C(C=CC3C2=O)N(CCOC)CC(F)F)CC(=O)[O-])C1SC.[Na+] sodium 2-(8-chloro-2-((2,2-difluoroethyl)(2-methoxyethyl)amino)-9-(methylthio)-5-oxobenzo[b][1,8]naphthyridin-10(5H)-yl)acetate